N-(1-isobutylpyrrolidin-3-yl)-4-(tetrahydro-2H-pyran-4-yl)-3,4-dihydroquinoxaline-1(2H)-carboxamide C(C(C)C)N1CC(CC1)NC(=O)N1CCN(C2=CC=CC=C12)C1CCOCC1